CC(CCCCCC)NC1=CC=C(C=C1)NC(CCCCCC)C N,N'-Bis(1-methylheptyl)-p-phenylendiamin